(Z)-2-(5-ethoxy-2-methyl-1-(3-phenoxybenzylidene)-1H-inden-3-yl)acetic acid C(C)OC=1C=C2C(=C(/C(/C2=CC1)=C/C1=CC(=CC=C1)OC1=CC=CC=C1)C)CC(=O)O